C1(CCC1)NC=1C2=C(N=C(N1)NC1=CC=C(C3=C1OCCO3)C(=O)N3CCOCC3)NC=C2 (8-((4-(cyclobutylamino)-7H-pyrrolo[2,3-d]pyrimidin-2-yl)amino)-2,3-dihydrobenzo[b][1,4]dioxin-5-yl)(morpholino)methanone